3-[(3R)-3-[1-[4-[[(1R)-1-(2,4-dichlorophenyl)ethyl]amino]-6-methyl-pyrimidin-2-yl]azetidin-3-yl]-1-piperidyl]-1-methyl-cyclobutanecarboxylic acid ClC1=C(C=CC(=C1)Cl)[C@@H](C)NC1=NC(=NC(=C1)C)N1CC(C1)[C@@H]1CN(CCC1)C1CC(C1)(C(=O)O)C